sulfo-succinic anhydride S(=O)(=O)(O)C1C(=O)OC(C1)=O